ClC=1C=C2C(=C3C1NC(NC31CCCCC1)=O)OC(=N2)CN2CCC1(CC(CO1)=O)CC2 5-chloro-2-({3-oxo-1-oxa-8-azaspiro[4.5]decan-8-yl}methyl)-7,8-dihydro-6H-spiro[[1,3]oxazolo[5,4-f]quinazoline-9,1'-cyclohexane]-7-one